C1(CC1)C1=C(C=CC=C1)B(O)O 2-cyclopropyl-benzeneboronic acid